5-Amino-6-chloro-2H-[1,3'-bipyridyl]-2-one NC=1C=CC(N(C1Cl)C=1C=NC=CC1)=O